ClC=1C(=NC(=C(C(=O)NC2=CC(=C(C=C2)F)C#N)C1)N1CCC(CCC1)(F)F)C(F)F 5-chloro-N-(3-cyano-4-fluorophenyl)-2-(4,4-difluoroazacycloheptane-1-yl)-6-difluoromethylnicotinamide